3-amino-4-aminophenol NC=1C=C(C=CC1N)O